C(C)N1/C(/S\C(\C1=O)=C\1/C(NC2=CC=C(C=C12)[N+](=O)[O-])=O)=N/C1=CC=C(C=C1)S(=O)(=O)N 4-(((Z)-3-ethyl-5-((Z)-5-nitro-2-oxoindolin-3-ylidene)-4-oxothiazolidin-2-ylidene)amino)benzenesulfonamide